BrC=1C=2C(N=C3N(C2C=CC1)C1=CC(=CC=C1C31CCCCC1)C1CCN(CC1)CC1CCC3(CN(C3)C3=CC(=C(C(=C3)F)C3C(NC(CC3)=O)=O)F)CC1)=O 3-(4-(7-((4-(4'-bromo-5'-oxo-5'H-spiro[cyclohexane-1,7'-indolo[1,2-a]quinazolin]-10'-yl)piperidin-1-yl)methyl)-2-azaspiro[3.5]nonan-2-yl)-2,6-difluorophenyl)piperidine-2,6-dione